ClC1=NC=C(C=N1)NC1=NC=CC2=CC(=CC=C12)OCC1(COC1)F N-(2-chloropyrimidin-5-yl)-6-((3-fluorooxetan-3-yl)methoxy)isoquinolin-1-amine